5,5'-(((bicyclo[2.2.1]hept-5-en-2-ylmethylene)bis(oxy))bis(methylene))bis(bicyclo[2.2.1]hept-2-ene) C12C(CC(C=C1)C2)C(OCC2C1C=CC(C2)C1)OCC1C2C=CC(C1)C2